BrCCOCCOCCSC1=C2CN(C(C2=CC=C1)=O)C1C(NC(CC1)=O)=O 3-(4-(2-(2-(2-bromoethoxy)ethoxy)ethylsulfanyl)-1-oxoisoindolin-2-yl)piperidine-2,6-dione